FC=1C=C(CO[C@@H]2CN(C[C@H]2NC2=NC=C(C=N2)F)C(=O)OC(C)(C)C)C=CC1C(F)(F)F tert-butyl (3R,4R)-3-(3-fluoro-4-(trifluoromethyl)benzyloxy)-4-(5-fluoropyrimidin-2-ylamino)pyrrolidine-1-carboxylate